O=C1NC(CCC1N1C(C2=CC=CC(=C2C1)C1=CC=C(CC=2C(=NC=CC2)C(=O)N)C=C1)=O)=O (4-(2-(2,6-dioxopiperidin-3-yl)-1-oxoisoindolin-4-yl)benzyl)picolinamide